CC1=C(C(=O)P(C2=CC=CC=C2)(C2=CC=CC=C2)=O)C(=C(C=C1C)C)C 2,3,5,6-tetramethylbenzoyl-diphenylphosphine oxide